N-(4-Diethylaminobenzyl)pyridin-2-amine C(C)N(C1=CC=C(CNC2=NC=CC=C2)C=C1)CC